C(C)C1=NC(=C(C(=C1C(=O)NC1=CC(=C(C=C1)OC1=CC=NC2=CC=C(N=C12)OC)F)O)C1=CC=C(C=C1)F)C 2-ethyl-N-[3-fluoro-4-[(6-methoxy-1,5-naphthyridin-4-yl)oxy]phenyl]-5-(4-fluorophenyl)-4-hydroxy-6-methylpyridine-3-carboxamide